OC=CC=1C=NC=CC1 1-hydroxy-2-(3-pyridyl)ethylene